COC1=CC=2C3=C(NC2C=C1)C=NN=C3 8-methoxy-5H-pyridazino[4,5-b]indole